C(CCC)(=O)OC=1C(=NC=CC1OC)C(N[C@H](C(=O)N[C@H](C(C1=CC=C(C=C1)F)C1=CC=C(C=C1)F)C)C)=O 2-(((S)-1-(((S)-1,1-bis(4-fluorophenyl)propan-2-yl)amino)-1-oxopropan-2-yl)carbamoyl)-4-methoxypyridin-3-yl butyrate